trans-7-hydroxy-5-propyl-6,7-dihydro-5H-pyrrolo[1,2-b][1,2,4]triazole-2-carboxylic acid ethyl ester C(C)OC(=O)C=1N=C2N(N1)[C@@H](C[C@H]2O)CCC